ClC(C(C(Cl)Cl)Cl)(Cl)Cl 1,1,1,2,3,3-hexachloropropane